(R)-1-(2-(((3S,7aS)-3-(((tert-butyldiphenylsilyl)oxy)methyl)hexahydro-1H-pyrrolizin-7a-yl)methoxy)-7-chloro-8-fluoropyrido[4,3-d]pyrimidin-4-yl)-3-methylpiperidin-3-ol [Si](C1=CC=CC=C1)(C1=CC=CC=C1)(C(C)(C)C)OC[C@@H]1CC[C@@]2(CCCN12)COC=1N=C(C2=C(N1)C(=C(N=C2)Cl)F)N2C[C@@](CCC2)(O)C